5-chloro-N-(3-(8-ethyl-2-((1-(2-methoxyethyl)piperidin-4-yl)amino)quinazolin-6-yl)-2,4-difluorophenyl)-3-hydroxy-2,3-dihydrobenzofuran-7-sulfonamide ClC=1C=C(C2=C(C(CO2)O)C1)S(=O)(=O)NC1=C(C(=C(C=C1)F)C=1C=C2C=NC(=NC2=C(C1)CC)NC1CCN(CC1)CCOC)F